C1(CC(=O)OC(NC2=CC=NN2CC2=CC=C(C=C2)OC)O1)=O (((1-(4-methoxybenzyl)-1H-pyrazol-5-yl) amino) methylene) malonate